tricyclo[5.2.1.02,6]decane-4,8-dimethanol C12C3CC(CC3C(C(C1)CO)C2)CO